Cl.C1(=CC=CC=C1)CCC[C@H](N)B1O[C@@]2([C@H](O1)C[C@H]1C([C@@H]2C1)(C)C)C (R)-4-phenyl-1-((3aS,4S,6S,7aR)-3a,5,5-trimethylhexahydro-4,6-methanobenzo[d][1,3,2]dioxaborol-2-yl)butan-1-amine hydrochloride